2-(2,6-dimethylpyridin-4-yl)-4-(5-(4-fluorophenyl)-1-methyl-2-oxo-1,2-dihydropyridin-4-yl)-6-methyl-1-tosyl-1,6-dihydro-7H-pyrrolo[2,3-c]pyridin-7-one CC1=NC(=CC(=C1)C1=CC2=C(C(N(C=C2C2=CC(N(C=C2C2=CC=C(C=C2)F)C)=O)C)=O)N1S(=O)(=O)C1=CC=C(C)C=C1)C